Behenyl-Trimethyl-Ammonium Chloride [Cl-].C(CCCCCCCCCCCCCCCCCCCCC)[N+](C)(C)C